C(CCC)N(C(=O)NC1=CC(=C(C=C1)F)Cl)C(C)C1=CNC(C2=CC=CC=C12)=O 1-butyl-3-(3-chloro-4-fluorophenyl)-1-(1-(1-oxo-1,2-dihydroisoquinolin-4-yl)ethyl)urea